(S)-1-azido-45-((tert-butoxycarbonyl)amino)-39-oxo-3,6,9,12,15,18,21,24,27,30,33,36-dodecaoxa-40-azahexatetracontan-46-oic acid N(=[N+]=[N-])CCOCCOCCOCCOCCOCCOCCOCCOCCOCCOCCOCCOCCC(NCCCC[C@@H](C(=O)O)NC(=O)OC(C)(C)C)=O